N1C(=O)NC=2NC=NC2C1=O [9H]xanthine